4-(1-(5-chloro-3H-[1,2,3]triazolo[4,5-b]pyridin-3-yl)ethyl)tetrahydro-2H-pyran-4-ol ClC1=CC=C2C(=N1)N(N=N2)C(C)C2(CCOCC2)O